COC=1C=C(C=CC1)C(CN)C=1C=NN(C1)C 2-(3-methoxyphenyl)-2-(1-methylpyrazol-4-yl)ethylamine